ClC1=NC=CC(=N1)C1=CC=C2CN(C(C2=C1)=O)[C@@H](C(=O)N[C@H](CO)C1=CC(=CC=C1)C)C (2R)-2-[6-(2-chloropyrimidin-4-yl)-1-oxo-2,3-dihydro-1H-isoindol-2-yl]-N-[(1S)-2-hydroxy-1-(3-methylphenyl)ethyl]propanamide